NC1=C(C=CC=C1)P(=O)(C)C1=NC(=NC=C1C(F)(F)F)NC1CNCCC1 4-[(2-aminophenyl)(methyl)phosphoryl]-N-(piperidin-3-yl)-5-(trifluoromethyl)pyrimidin-2-amine